6-[8-(1,3-benzothiazol-2-ylcarbamoyl)-3,4-dihydroisoquinolin-2(1H)-yl]-3-(2-methyl-5-phenoxyphenyl)pyridine-2-carboxylic acid S1C(=NC2=C1C=CC=C2)NC(=O)C=2C=CC=C1CCN(CC21)C2=CC=C(C(=N2)C(=O)O)C2=C(C=CC(=C2)OC2=CC=CC=C2)C